Z-acetic acid C(C)(=O)O